[Na+].[Na+].C(CCCCCCCCCCCCCCC)NC(CC(C(=O)[O-])S(=O)(=O)[O-])=O 4-(hexadecylamino)-4-oxo-2-sulfo-butanoic acid disodium salt